1-benzyl-5-fluoro-1H-pyrrolo[2,3-b]pyridine-3-carboxylic acid C(C1=CC=CC=C1)N1C=C(C=2C1=NC=C(C2)F)C(=O)O